4-((4-((4,4-difluoropiperidin-1-yl)methyl)-3-fluorobenzyl)thio)-1-oxoisoindoline FC1(CCN(CC1)CC1=C(C=C(CSC2=C3CNC(C3=CC=C2)=O)C=C1)F)F